CC(C(=O)OC1(CCC1)C1=CC=C(C=C1)C(F)(F)F)(C(C)=O)C 1-(4-(trifluoromethyl)phenyl)cyclobutyl 2,2-dimethyl-3-oxobutanoate